(2S)-1-{2-[3-(difluoromethoxy)benzenesulfonyl]-2H,4H,5H,6H-pyrrolo[3,4-c]pyrazol-5-yl}-3-hydroxy-2-phenylpropan-1-one FC(OC=1C=C(C=CC1)S(=O)(=O)N1N=C2C(=C1)CN(C2)C([C@H](CO)C2=CC=CC=C2)=O)F